FC1=C(CN2C(OCC=3C=NC=4N=C(C=CC4C32)OC)=O)C(=CC(=C1)S(=O)(=N)C)F 1-(2,6-difluoro-4-(S-methylsulfonimidoyl)benzyl)-8-methoxy-1,4-dihydro-2H-[1,3]oxazino[5,4-c][1,8]naphthyridin-2-one